ClC=1C=C(C=CC1F)C(C=1N(C(=CN1)CO)COCC[Si](C)(C)C)C1=CC(=C(C=C1)F)Cl (2-(bis(3-chloro-4-fluorophenyl)methyl)-1-((2-(trimethylsilyl)ethoxy)methyl)-1H-imidazol-5-yl)methanol